(8'-bromo-4'H-spiro[cyclopropane-1,5'-naphtho[2,1-d]isoxazol]-3'-yl)-2-methoxy-N-methylbenzenesulfonamide BrC1=CC=C2C3(CC=4C(=NOC4C2=C1)C=1C(=C(C=CC1)S(=O)(=O)NC)OC)CC3